ClCC(CCCl)O 1,4-dichloro-2-butanol